C(=O)(O)C=1C=C(C=CC1O)NC(=O)C=1C(=C(C(=O)NC=2C=CC(=C(C(=O)O)C2)O)C=C(C1)O)O 5-(3-(3-carboxy-4-hydroxyphenylaminocarbonyl)-2,5-dihydroxybenzoylamino)-2-hydroxybenzoic acid